CN1N=C(C(=C1)B1OC(C(O1)(C)C)(C)C)C1=CC=NC=C1 4-(1-methyl-4-(4,4,5,5-tetramethyl-1,3,2-dioxaborolan-2-yl)-1H-pyrazol-3-yl)pyridine